O1C2=C(OCC1)C=C(C=C2)C2=CC=C1CN(C(C1=C2)=O)C(C(=O)NC(CC(=O)O)C(CF)=O)C 3-(2-(6-(2,3-dihydrobenzo[b][1,4]dioxin-6-yl)-1-oxoisoindolin-2-yl)propanamido)-5-fluoro-4-oxopentanoic acid